N-Methoxy-4-((2-(N-methylmethylsulfonamido)phenyl)amino)nicotinamide CONC(C1=CN=CC=C1NC1=C(C=CC=C1)N(S(=O)(=O)C)C)=O